COCCN(C1=CC=C(N=N1)C1=C(C=C(C=C1)C=1C=NNC1)O)C1CC(NC(C1)(C)C)(C)C 2-(6-((2-methoxyethyl)(2,2,6,6-tetramethyl-piperidin-4-yl)amino)pyridazin-3-yl)-5-(1H-pyrazol-4-yl)phenol